C1(=CC=CC=C1)C1=C2C=CC=CC2=C(C2=CC=CC=C12)OB(O)O (10-phenylanthracen-9-yl)boric acid